4-ethoxyl-4-oxo-1,4-azaphosphinane O(CC)P1(CCNCC1)=O